FC(COC=1C(=NC=C(C1)F)OC=1C=CC=2N(C1)C(=C(N2)C(=O)NC2(CN(C2)C(C(F)(F)F)=O)C)C)F 6-[[3-(2,2-difluoroethoxy)-5-fluoro-2-pyridyl]oxy]-3-methyl-N-[3-methyl-1-(2,2,2-trifluoroacetyl)azetidin-3-yl]imidazo[1,2-a]pyridine-2-carboxamide